CCCCCCCCCCCCCCCCCCC(=O)O[C@H](COCCCCCCCCCCCCCCCCCC)COP(=O)(O)OC[C@H](CO)O 1-octadecyl-2-nonadecanoyl-glycero-3-phospho-(1'-sn-glycerol)